ClC1=C(C=C2C=C(N=CC2=C1)NC(=O)[C@@H]1CC12CCOCC2)C2CCN(CC2)[C@@]2(COC[C@@H]2OC)C (1R)-N-(7-chloro-6-(1-((3R,4R)-4-methoxy-3-methyltetrahydrofuran-3-yl)piperidin-4-yl)isoquinolin-3-yl)-6-oxaspiro[2.5]octane-1-carboxamide